oxetan-3-yl (3-morpholinopropyl)carbamate O1CCN(CC1)CCCNC(OC1COC1)=O